ClC1=CC=C2C(=NC=3N(C2=C1)C=NN3)N(C=3C=C(C=CC3)N3CC1(CN(C1)C(=O)C1CC1)C3)C (6-(3-((8-chloro-[1,2,4]triazolo[4,3-a]quinazolin-5-yl)(methyl)amino)phenyl)-2,6-diazaspiro[3.3]heptan-2-yl)(cyclopropyl)methanone